[Si](C)(C)(C(C)(C)C)OCCC1=C(C=CC=C1)C=1C=CC(=C(C1)NS(=O)(=O)C1=C(C(=CC(=C1)CO)Cl)OC)F N-[5-[2-[2-[tert-butyl(dimethyl)silyl]oxyethyl]phenyl]-2-fluorophenyl]-3-chloro-5-(hydroxymethyl)-2-methoxybenzenesulfonamide